methyl 5-chloro-1-(2-trimethylsilylethoxymethyl)pyrazolo[3,4-c]pyridine-3-carboxylate ClC=1C=C2C(=CN1)N(N=C2C(=O)OC)COCC[Si](C)(C)C